bis[2-(2,6-dimethylmorpholinyl)ethyl]ether CC1CN(CC(O1)C)CCOCCN1CC(OC(C1)C)C